C(C1=CC=CC=C1)OC[C@@H]1CN(C[C@@H](O1)C(=O)N1[C@H](C2=C(C=C(C=C2CC1)Cl)Cl)C)C(=O)OC(C)(C)C tert-butyl (2S,6R)-2-((benzyloxy)methyl)-6-((S)-6,8-dichloro-1-methyl-1,2,3,4-tetrahydroisoquinoline-2-carbonyl)morpholine-4-carboxylate